FC=1C=C(C=CC1F)C1(CCN(CC1)C1=NC(=CN=C1)C=1C(=NN(C1)C(C)C)C)O 4-(3,4-difluorophenyl)-1-(6-(1-isopropyl-3-methyl-1H-pyrazol-4-yl)pyrazin-2-yl)piperidin-4-ol